3-[[4-[(E)-3-(4-Chloro-3-nitrophenyl)prop-2-enoyl]phenyl]sulfonylamino]propanoic acid ClC1=C(C=C(C=C1)/C=C/C(=O)C1=CC=C(C=C1)S(=O)(=O)NCCC(=O)O)[N+](=O)[O-]